NC1=NNC2=CC=C(C(=C12)C)C1=C(C=C(C=C1)S(=O)(=O)NC1CC(C1)(O)C1CC1)C 4-(3-amino-4-methyl-1H-indazol-5-yl)-N-(3-cyclopropyl-3-hydroxycyclobutyl)-3-methylbenzenesulfonamide